C(#N)C1=CC=C(C(=O)NC2=CC=C(C=C2)C(=O)N[C@H](C(=O)NC2=CC=C(C(=O)NC3=C(C(=C(C(=O)NC4=CC=C(C(=O)O)C=C4)C=C3)O)OC(C)C)C=C2)CC#C)C=C1 4-(4-{4-[(2s)-2-{[4-(4-Cyanobenzamido)phenyl]formamido}pent-4-ynamido]benzamido}-2-hydroxy-3-(propan-2-yloxy)benzamido)benzoic acid